ClC1=NC=CC(=C1)N1N=CC(=C1C(F)(F)F)C(=O)OCC Ethyl 1-(2-chloropyridin-4-yl)-5-(trifluoromethyl)-1H-pyrazole-4-carboxylate